2-(2,6-dioxopiperidin-3-yl)-4-(((1-(1-(1-(2-phenylacetyl)piperidine-4-carbonyl)piperidin-4-yl)-1H-pyrazol-4-yl)methyl)amino)isoindoline-1,3-dione O=C1NC(CCC1N1C(C2=CC=CC(=C2C1=O)NCC=1C=NN(C1)C1CCN(CC1)C(=O)C1CCN(CC1)C(CC1=CC=CC=C1)=O)=O)=O